CN1C(OC=2C1=CC=1CCNCC1C2)=O 1-Methyl-5,6,7,8-tetrahydrooxazolo[4,5-g]isoquinolin-2(1H)-one